methyl (S)-2-((2S,6R)-2,6-dimethylpiperidine-1-carboxamido)-9-(5,6,7,8-tetrahydro-1,8-naphthyridin-2-yl)nonanoate C[C@@H]1N([C@@H](CCC1)C)C(=O)N[C@H](C(=O)OC)CCCCCCCC1=NC=2NCCCC2C=C1